rac-(1r,2r,3s,4r,5s)-N-(5-chloro-4-(trifluoromethyl)pyridin-2-yl)-5-hydroxy-3-(3-(trifluoromethyl)phenyl)-7-oxabicyclo[2.2.1]heptane-2-carboxamide ClC=1C(=CC(=NC1)NC(=O)[C@H]1[C@H]2C[C@@H]([C@@H]([C@@H]1C1=CC(=CC=C1)C(F)(F)F)O2)O)C(F)(F)F |r|